C(C)(C)(C)OC(=O)N[C@@H](C(=O)OCN1N=C(C=C1)\C=C\C=1SC=CC1)C(C)C (R,E)-(3-(2-(thiophen-2-yl)vinyl)-1H-pyrazol-1-yl)methyl 2-((tert-butoxycarbonyl)amino)-3-methylbutanoate